O[C@H](COP(=O)(OC[C@H](COC(CCCCCCC\C=C/CCCCCCCC)=O)O)[O-])COC(CCCCCCC\C=C/CCCCCCCC)=O.[NH4+].FC1=C(C=CC(=C1)F)[Si](C)(C)C (2,4-difluorophenyl)trimethylsilane ammonium bis((S)-2-hydroxy-3-(oleoyloxy)propyl)phosphate